FC1=C(C(=CC=C1NC(C(F)(F)F)=O)F)B(O)O [2,6-difluoro-3-[(2,2,2-trifluoroacetyl)amino]phenyl]boronic acid